C(N)(=O)C1=C(N(N=C1C1=C(C=C(C=C1)CC(=O)NC1=CC(=NO1)CC(C)(C)C)C)C(C)C)NC(OC(C)(C)C)=O tert-Butyl N-[4-carbamoyl-5-[4-[2-[[3-(2,2-dimethylpropyl)isoxazol-5-yl]amino]-2-oxo-ethyl]-2-methyl-phenyl]-2-isopropyl-pyrazol-3-yl]carbamate